3-(4-chlorophenyl)-N-((3-chlorophenyl)sulfonyl)-4-phenyl-4,5-dihydro-1H-pyrazole-1-carboxamide ClC1=CC=C(C=C1)C1=NN(CC1C1=CC=CC=C1)C(=O)NS(=O)(=O)C1=CC(=CC=C1)Cl